BrC=1C(=C(C(=C(N)C1)F)C)S(=O)(=O)C 5-bromo-2-fluoro-3-methyl-4-(methylsulfonyl)aniline